NC1=CC(C(NC1=NC=1C(=NN2C1C=CC=C2)OCCN2CCOCC2)=NC=2C(=NN1C2C=CC=C1)OCCN1CCOCC1)=N N,N'-(5-amino-3-iminopyridine-2,6(1H,3H)-diylidene)bis{2-[2-(morpholin-4-yl)ethoxy]pyrazolo[1,5-a]pyridin-3-amine}